2-chloro-4-(8-(4-(4-(((3S)-1-(2-(2,6-dioxopiperidin-3-yl)-1,3-dioxoisoindolin-5-yl)pyrrolidin-3-yl)methyl)piperazin-1-yl)benzoyl)-2,8-diazaspiro[4.5]decan-2-yl)benzonitrile ClC1=C(C#N)C=CC(=C1)N1CC2(CC1)CCN(CC2)C(C2=CC=C(C=C2)N2CCN(CC2)C[C@H]2CN(CC2)C=2C=C1C(N(C(C1=CC2)=O)C2C(NC(CC2)=O)=O)=O)=O